COC1=C(CN(C2=NC(=NN3C2=NC=C3CN3CCC(CC3)CN(C(OC(C)(C)C)=O)C)OC(C)CCC)CC3=C(C=C(C=C3)OC)OC)C=CC(=C1)OC Tert-butyl ((1-((4-(bis(2,4-dimethoxybenzyl)amino)-2-(pent-2-yloxy)imidazo[2,1-f][1,2,4]triazin-7-yl)methyl)piperidin-4-yl)methyl)(methyl)carbamate